C(C)[N+](CCCC)(C)C N-ethyl-N,N-dimethyl-N-butylammonium